COC1=CC=C(CN(C=2N=CN(C(C2C(=O)OC)=O)C2=C(C=C(C=C2Cl)OC(F)F)Cl)CC2=CC=C(C=C2)OC)C=C1 methyl 4-(bis(4-methoxybenzyl)amino)-1-(2,6-dichloro-4-(difluoromethoxy)phenyl)-6-oxo-1,6-dihydropyrimidine-5-carboxylate